C(C)(=O)N1CCC(CC1)N(C(OC(C)(C)C)=O)CC(N(CC(NC=1SC2=C(N1)C=CC(=C2)OC(F)(F)F)=O)C)=O tert-Butyl N-(1-acetylpiperidin-4-yl)-N-{[methyl({[6-(trifluoromethoxy)-1,3-benzothiazol-2-yl]carbamoyl}methyl)carbamoyl]methyl}carbamate